4-methylbenzoic acid [(1S)-3-tert-butoxy-2,2-dideutero-1-[(4R)-4-ethynyl-2,2-dimethyl-1,3-dioxan-4-yl]-3-oxo-propyl] ester C(C)(C)(C)OC(C([C@@H]([C@]1(OC(OCC1)(C)C)C#C)OC(C1=CC=C(C=C1)C)=O)([2H])[2H])=O